(5,5-difluoro-4,5,6,7-tetrahydropyrazolo[1,5-a]pyridin-2-yl)methyl ((2-(2,6-dioxopiperidin-3-yl)-4-fluoro-3-oxoisoindolin-5-yl)methyl)carbamate O=C1NC(CCC1N1CC2=CC=C(C(=C2C1=O)F)CNC(OCC1=NN2C(CC(CC2)(F)F)=C1)=O)=O